1-oxo-5-((4-((5-(thiophen-2-yl)furan-2-yl)methyl)piperazin-1-yl)methyl)isoindole O=C1N=CC2=CC(=CC=C12)CN1CCN(CC1)CC=1OC(=CC1)C=1SC=CC1